OC=1C(=C(C(=O)OC)C=CC1I)C Methyl 3-hydroxy-4-iodo-2-methylbenzoate